C(C)C1(OCC(O1)CO)CCCCC 2-ethyl-4-hydroxymethyl-2-pentyl-1,3-dioxolane